5-((3,5-dichloropyridin-4-yl)thio)-N-(1,1-dioxido-2,3-dihydrobenzo[b]thiophen-6-yl)-1,3,4-thiadiazole-2-carboxamide ClC=1C=NC=C(C1SC1=NN=C(S1)C(=O)NC=1C=CC2=C(S(CC2)(=O)=O)C1)Cl